ClC=1C=C(NC2(CCC3([C@@H](CC4=CC(=C(C=C34)C)C)C[C@H](COC3=C4C(=NC=C3)C=CS4)C)CC2)C(=O)O)C=CC1 (1r,2'R,4R)-4-(3-chloroanilino)-5',6'-dimethyl-2'-{(2R)-2-methyl-3-[(thieno[3,2-b]pyridin-7-yl)oxy]propyl}-2',3'-dihydrospiro[cyclohexane-1,1'-indene]-4-carboxylic acid